NC1=NC=CC2=C1N=C(S2)C=2C=C(C=CC2)C#C[C@]2(C(N(CC2)C)=O)O (R)-3-((3-(4-Aminothiazolo[4,5-c]pyridin-2-yl)phenyl)ethynyl)-3-hydroxy-1-methylpyrrolidin-2-one